NCC=1N=C2N(C(=NC=C2C2=C(C=C(C=C2)S(=O)(=O)C)C)NCC2=C(C=CC3=C2CCO3)F)C1 2-(aminomethyl)-N-((5-fluoro-2,3-dihydrobenzofuran-4-yl)methyl)-8-(2-methyl-4-(methylsulfonyl)phenyl)imidazo[1,2-c]pyrimidin-5-amine